O(C1=CC=CC=C1)C1=CC=C(C=C1)C=1C=NC(=NC1)N 5-(4-phenoxyphenyl)pyrimidin-2-amine